CC(=CCN(C1=CC2=CC=C(C=C2C=C1)\C=C\C1=CC=NC=C1)CC=C(C)C)C (E)-N,N-bis(3-methylbut-2-en-1-yl)-6-(2-(pyridin-4-yl)vinyl)naphthalen-2-amine